BrCC=1C=C(CO[Si](C2=CC=CC=C2)(C2=CC=CC=C2)C(C)(C)C)C=C(C1)CBr ((3,5-bis(bromomethyl)benzyl)oxy)(tert-butyl)diphenylsilane